N[SiH3] aminomonosilane